2,6-Di-tert-butyl-4-(phenyl-(aminophenyl)methyl)phenol C(C)(C)(C)C1=C(C(=CC(=C1)C(C1=C(C=CC=C1)N)C1=CC=CC=C1)C(C)(C)C)O